CC1=CC=C(C=C1)S(=O)(=O)NC1=C(C=CC(=C1)C)C=C 4-methyl-N-(5-methyl-2-vinylphenyl)benzenesulfonamide